COC(=O)C1=CC=C2C(=CC=NC2=C1)OC1=CC=C(C=C1)C(F)(F)F 4-(4-(trifluoromethyl)phenoxy)quinoline-7-carboxylic acid methyl ester